C(CCC(=O)O)(=O)O.FC1=C(C=CC(=C1)F)S(=O)(=O)NC=1C(=NC=C(C1)C=1C=C2C(=NC=NC2=CC1)N1CCN(CC1)C(\C=C\C(C)=O)=O)OC (E)-2,4-difluoro-N-(2-methoxy-5-(4-(4-(4-oxopent-2-enoyl)piperazin-1-yl)quinazolin-6-yl)pyridin-3-yl)benzenesulfonamide succinate